1-ethyl-3-[cis-(7RS,9SR)-3-cyclopropyl-7-(ethylcarbamoylamino)-5-[(Z-fluoro-2-methylpropyl)sulfamoyl]-8,9-dihydro-7H-cyclopenta[h]isoquinolin-9-yl]urea C(C)NC(=O)N[C@H]1C[C@H](C2=CC(=C3C=C(N=CC3=C21)C2CC2)S(NC(C(C)C)F)(=O)=O)NC(NCC)=O |r|